N-(4-cyano-2-(trifluoromethyl)benzyl)-1-(3,4-dichlorobenzyl)piperidine-4-carboxamide C(#N)C1=CC(=C(CNC(=O)C2CCN(CC2)CC2=CC(=C(C=C2)Cl)Cl)C=C1)C(F)(F)F